ClC1=CC2=C(C=N1)COC2(C)C2CC2 6-chloro-1-cyclopropyl-1-methyl-1,3-dihydrofuro[3,4-c]pyridine